3-amino-N-(3-(4-amino-4-methylpiperidin-1-yl)pyridin-2-yl)-6-(6-(2-methylmorpholino)-3-(trifluoromethyl)pyridin-2-yl)pyrazine-2-carboxamide NC=1C(=NC(=CN1)C1=NC(=CC=C1C(F)(F)F)N1CC(OCC1)C)C(=O)NC1=NC=CC=C1N1CCC(CC1)(C)N